FC1=C2C=CNC2=CC(=C1OC=1C=CC(=C(C1)C=1NC(=CN1)CC=1C(=C(C=CC1)CCC(=O)OCC)F)F)F ethyl 3-[3-[[2-[5-[(4,6-difluoro-1H-indol-5-yl)oxy]-2-fluoro-phenyl]-1H-imidazol-5-yl]methyl]-2-fluoro-phenyl]propanoate